CNC(=O)C=1OC2=C(C1C)C(=CC=C2)CNC=2C=NC=CC2 N,3-dimethyl-4-((pyridin-3-ylamino)methyl)benzofuran-2-carboxamide